ClC1=C(C=CC=C1)C=1N=C(SC1)NC(C1=NC=C(C=C1)N1CCC2(CN(C2)C)CC1)=O N-(4-(2-chlorophenyl)thiazol-2-yl)-5-(2-methyl-2,7-diazaspiro[3.5]nonan-7-yl)picolinamide